(4-methylmorpholin-3-yl)methanamine CN1C(COCC1)CN